CC1(CNCC1)C 3,3-dimethyl-pyrrolidine